C(C)CN[Si](O[Si](O[SiH](C)C)(C)O[SiH](C)C)(C)C 1-ethylmethylamino-3-(dimethylsilyloxy)-1,1,3,5,5-pentamethyltrisiloxane